2-((1s,2s)-1-(2-chlorophenyl)-1-(3,6-dimethylpyrazin-2-yl)propan-2-yl)-5-hydroxy-N-(isoxazol-4-yl)-1-methyl-6-oxo-1,6-dihydropyrimidine-4-carboxamide ClC1=C(C=CC=C1)[C@H]([C@H](C)C=1N(C(C(=C(N1)C(=O)NC=1C=NOC1)O)=O)C)C1=NC(=CN=C1C)C